4-(2-{[(2R,7aS)-2-fluoro-hexahydro-1H-pyrrolizin-7a-yl]methoxy}-6-chloro-4-{3,8-diazabicyclo[3.2.1]octan-3-yl}-8-fluoroquinazolin-7-yl)-5-fluoronaphthalen-2-ol F[C@@H]1C[C@@]2(CCCN2C1)COC1=NC2=C(C(=C(C=C2C(=N1)N1CC2CCC(C1)N2)Cl)C2=CC(=CC1=CC=CC(=C21)F)O)F